COC(CCCCCCCCCCCCCCCCCCCCC)=O docosanoic acid-methyl ester